(2E)-N-(2,4-dimethylpyridin-3-yl)-3-[3-methyl-1-(oxetan-2-yl)indazol-6-yl]prop-2-enamide CC1=NC=CC(=C1NC(\C=C\C1=CC=C2C(=NN(C2=C1)C1OCC1)C)=O)C